FC=1C=CC=C2C=CC(=NC12)C1=CC=CC=C1 8-fluoro-2-phenylquinolin